C(C)C1=C(C=C(C=C1C)B(O)O)C 4-ETHYL-3,5-DIMETHYLPHENYLBORONIC ACID